(4-chloro-3-{4-[5-(cyclopropylethynyl)pyridin-3-yl]-6-oxo-1,6-dihydropyrimidin-2-yl}benzyl)isobutyramide ClC1=C(C=C(CC(C(=O)N)(C)C)C=C1)C=1NC(C=C(N1)C=1C=NC=C(C1)C#CC1CC1)=O